pyrido[4,3-d]pyrimidine-2,4-dione N1C(NC(C2=C1C=CN=C2)=O)=O